N-(2,2-dimethylcyclobutyl)-3-hydroxy-6-(pyrimidin-5-ylamino)pyridine-2-carboxamide CC1(C(CC1)NC(=O)C1=NC(=CC=C1O)NC=1C=NC=NC1)C